TRIMETHYL-2-CYCLOHEXENONE CC1C(=C(C(CC1)=O)C)C